methyl 2-(3-(2-ethoxyvinyl)-6-oxo-5-(trifluoromethyl) pyridazin-1(6H)-yl)-4-methylpentanoate C(C)OC=CC1=NN(C(C(=C1)C(F)(F)F)=O)C(C(=O)OC)CC(C)C